methyltris(1,1-dimethyl-propynyloxy)silane C[Si](OC(C#C)(C)C)(OC(C#C)(C)C)OC(C#C)(C)C